C(C=C)(=O)N1CC(C1)(C1=C(C(=CC=C1)Cl)C)NC1=CC=C2C=CN(C(C2=C1)=O)CC(F)(F)F 7-((1-acryloyl-3-(3-chloro-2-methylphenyl)azetidin-3-yl)amino)-2-(2,2,2-trifluoroethyl)-isoquinolin-1(2H)-one